3-butyl-5-hydroxy-3,3a,8a-trimethyl-3,3a,8,8a-tetrahydro-2H-furo[2,3-b]-indol-2-one C(CCC)C1(C(OC2(NC3=CC=C(C=C3C21C)O)C)=O)C